N[C@@H]1CC2(CN(C2)C=2C(NC(=CN2)SC2=C(C(=CC=C2)Cl)Cl)=O)CC1 (S)-3-(6-Amino-2-azaspiro[3.4]octan-2-yl)-6-((2,3-dichlorophenyl)thio)pyrazin-2(1H)-on